3-(2-bromopyridin-4-yl)-3-[4-(7H-pyrrolo[2,3-d]pyrimidin-4-yl)-1H-pyrazol-1-yl]propanenitrile trifluoroacetate FC(C(=O)O)(F)F.BrC1=NC=CC(=C1)C(CC#N)N1N=CC(=C1)C=1C2=C(N=CN1)NC=C2